C(=C)[Si]1(O[Si](O[Si](O[Si](O1)(C)C=C)(C)C=C)(C)C=C)C.[Pt] platinum (0) 2,4,6,8-tetravinyl-2,4,6,8-tetramethylcyclotetrasiloxane